CC1=NC=2C(=NC(=CC2)C2=CC=NC=C2)N1C1=CC(=C(C=C1)N1CCNCC1)C(F)(F)F 4-(2-methyl-3-(4-(piperazin-1-yl)-3-(trifluoromethyl)phenyl)-3H-imidazo[4,5-b]pyridin-5-yl)pyridin